C(C)(=O)NCCN(CC[C@@H](C(=O)O)NC1=NC=NC(=C1)N(C)C)CCCCC1=NC=2NCCCC2C=C1 (S)-4-((2-acetamidoethyl)(4-(5,6,7,8-tetrahydro-1,8-naphthyridin-2-yl)butyl)amino)-2-((6-(dimethylamino)pyrimidin-4-yl)amino)butanoic acid